4-((4'-chloro-2-(cyclopentylmethoxy)-[1,1'-biphenyl]-4-yl)thio)-1H-1,2,3-triazole-5-carboxylic acid 2,2,2-trifluoroacetate FC(C(=O)O)(F)F.ClC1=CC=C(C=C1)C1=C(C=C(C=C1)SC=1N=NNC1C(=O)O)OCC1CCCC1